(2-methyl-4-(4,4,5,5-tetramethyl-1,3,2-dioxaborolan-2-yl)benzyl)azetidine-1-carboxamide CC1=C(CC2N(CC2)C(=O)N)C=CC(=C1)B1OC(C(O1)(C)C)(C)C